C/C(/C(=O)O)=C/C (Z)-2-methylbutan-2-enoic acid